BrC1=CC2=C(N=C(O2)COC)C=C1OC 6-Bromo-5-methoxy-2-(methoxymethyl)benzo[d]oxazole